2-[[4-[[(2'S,7R)-2-(2,2-difluoroethyl)-2'-methyl-spiro[4,5-dihydrothieno[2,3-c]pyran-7,4'-piperidin]-1'-yl]methyl]pyrazol-1-yl]methyl]-2-methyl-propane-1,3-diol FC(CC1=CC2=C(S1)[C@@]1(C[C@@H](N(CC1)CC=1C=NN(C1)CC(CO)(CO)C)C)OCC2)F